ClC1=CC(=C(N=N1)N[C@H]1CN(CCC1)CC)C1CC1 (R)-6-chloro-4-cyclopropyl-N-(1-ethylpiperidin-3-yl)pyridazin-3-amine